7-bromo-4-oxospiro[chromane-2,4'-piperidin] BrC1=CC=C2C(CC3(CCNCC3)OC2=C1)=O